C(#N)C1=NN(C(=C1)C)C1=C(C=CC(=N1)N1C=NC2=C1C=CC(=C2)NC(=O)C2CC2)C(C)O N-[1-[6-(3-cyano-5-methyl-pyrazol-1-yl)-5-(1-hydroxyethyl)-2-pyridyl]benzimidazol-5-yl]cyclopropane-carboxamide